C(C1=CC=CC=C1)N1[C@H](COCC1)C(CC1=CC=CC=C1)OC1=NC(=NC(=C1)C1=C(C=CC=C1C)C)NS(=O)(=O)C=1C=C(C(=O)O)C=CC1 3-[[4-[1-[(3R)-4-Benzylmorpholin-3-yl]-2-phenyl-ethoxy]-6-(2,6-dimethylphenyl)pyrimidin-2-yl]sulfamoyl]benzoic acid